C(C#C)C=1C=C(C(=O)O)C=CC1 3-(prop-2-yn-1-yl)benzoic Acid